2-(5-chloro-3-((1-(4-fluorobenzyl)-1H-1,2,3-triazol-4-yl)methyl)-2-imino-2,3-dihydro-1H-benzo[d]imidazol-1-yl)-1-(3,4-dichlorophenyl)ethan-1-ol ClC1=CC2=C(N(C(N2CC=2N=NN(C2)CC2=CC=C(C=C2)F)=N)CC(O)C2=CC(=C(C=C2)Cl)Cl)C=C1